N-(4-amino-1H-pyrazolo[4,3-c]pyridin-7-yl)-2-oxo-2-[(2R,5S)-5-methyl-2-(6-methyl-3-pyridyl)-1-piperidyl]acetamide NC1=NC=C(C2=C1C=NN2)NC(C(N2[C@H](CC[C@@H](C2)C)C=2C=NC(=CC2)C)=O)=O